C(C)OC(=O)C=1C(=C(C2=C(C(=CO2)Cl)C1)F)F 3-chloro-6,7-difluorobenzofuran-5-carboxylic acid ethyl ester